3-(thien-2-yl)propan-2-yn-1-ol S1C(=CC=C1)C#CCO